2-[[(5S,7S)-7-fluoro-5-phenyl-6,7-dihydro-5H-pyrrolo[1,2-b][1,2,4]triazol-2-yl]thio]ethanol F[C@H]1C[C@H](N2N=C(N=C21)SCCO)C2=CC=CC=C2